7-(5-methylthiazol-2-yl)-4-((tetrahydro-2H-pyran-4-yl)methyl)-N-((3-(trifluoromethyl)-1,2,4-oxadiazol-5-yl)methyl)phthalazin-1-amine CC1=CN=C(S1)C1=CC=C2C(=NN=C(C2=C1)NCC1=NC(=NO1)C(F)(F)F)CC1CCOCC1